octadec-9-en-7-yl laurate C(CCCCCCCCCCC)(=O)OC(CCCCCC)CC=CCCCCCCCC